COC(=O)[C@H]1N(C[C@@H](C=C1C)N(O[Si](C)(C)C(C)(C)C)C(=O)OC(C)(C)C)C(=O)OC(C)(C)C (2s,5r)-5-(tert-butoxycarbonyl-(tert-butyldimethylsilyloxy)amino)-3-methyl-5,6-dihydropyridine-1,2(2H)-dicarboxylic acid 1-tert-butyl 2-methyl ester